4-((allyloxy)carbonyl)-2-(3,6-bis(dimethylamino)xanthylium-9-yl)benzoate C(C=C)OC(=O)C1=CC(=C(C(=O)[O-])C=C1)C=1C2=CC=C(C=C2[O+]=C2C=C(C=CC12)N(C)C)N(C)C